(Z)-N'-hydroxycyclopropanecarboxamidine O\N=C(/N)\C1CC1